2-(4-fluorophenyl)-5-hydroxy-8-((2S,3R)-2-(hydroxymethyl)-1-methylpyrrolidin-3-yl)-7-methoxy-4H-chromen-4-one FC1=CC=C(C=C1)C=1OC2=C(C(=CC(=C2C(C1)=O)O)OC)[C@@H]1[C@H](N(CC1)C)CO